propyl octadecyl phosphate P(=O)(OCCC)(OCCCCCCCCCCCCCCCCCC)[O-]